(1r,4r)-N1-(6-bromo-8-(trifluoromethyl)quinazolin-2-yl)-N4,N4-dimethylcyclohexane-1,4-diamine BrC=1C=C2C=NC(=NC2=C(C1)C(F)(F)F)NC1CCC(CC1)N(C)C